(1-hydroxy-3H-2,1-benzoxaborole-6-yl)methylamine hydrochloride Cl.OB1OCC2=C1C=C(C=C2)CN